N-[4-(4-cyano-1H-pyrazol-1-yl)-3-sulfamoylphenyl]-2-(2,5-dichlorophenyl)acetamide C(#N)C=1C=NN(C1)C1=C(C=C(C=C1)NC(CC1=C(C=CC(=C1)Cl)Cl)=O)S(N)(=O)=O